1,4,7-triazacyclooctane-1,4-diacetic acid N1(CCN(CCNC1)CC(=O)O)CC(=O)O